CN(C(OC(C)(C)C)=O)CCOC\C=C\B1OC(C(O1)(C)C)(C)C Tert-butyl (E)-methyl(2-((3-(4,4,5,5-tetramethyl-1,3,2-dioxaborolan-2-yl)allyl)oxy)ethyl)carbamate